C1(=CC=CC=C1)[B-](C1=CC=CC=C1)(C1=CC=CC=C1)C1=CC=CC=C1.CC=1C(=C(C=CC1)[PH+](C1=C(C(=CC=C1)C)C)C1=C(C(=CC=C1)C)C)C tri(dimethylphenyl)phosphonium tetra(phenyl)borate